C1CO1 Ethylen-oxid